N1=NC=C2N1C(=CC=C2)O Triazolo[1,5-a]Pyridin-7-ol